C(C1=CC=CC=C1)N1N=C2C(N=CC(=C2)Br)=N1 2-benzyl-6-bromo-2H-[1,2,3]triazolo[4,5-b]pyridine